C(C)C=1C(=NN2C1C=C(C=C2)OC2=NC=CC=C2OCC(F)(F)F)C(=O)OC methyl 3-ethyl-5-((3-(2,2,2-trifluoroethoxy)pyridin-2-yl)oxy)pyrazolo[1,5-a]pyridine-2-carboxylate